3-amino-6-ethyl-4-(7-fluoro-1H-indazol-4-yl)-1H-1,10-phenanthrolin-2-one NC=1C(NC2=C3N=CC=CC3=C(C=C2C1C1=C2C=NNC2=C(C=C1)F)CC)=O